N1=C(C=CC=2CCCNC12)CC[C@H]1CN(CC1)C(=O)OCCCC butyl (R)-3-(2-(5,6,7,8-tetrahydro-1,8-naphthyridin-2-yl)ethyl)pyrrolidine-1-carboxylate